[2H]OP(=O)(O)OC[C@@H]1[C@H]([C@H](C(O1)NC(=O)CN)O)O N1-(5-phospho-D-ribosyl)glycinamide